((2S,5S)-9-((2,4-difluorophenyl)ethynyl)-2,3-dihydro-2,5-methanopyrido[3,4-f][1,4]oxazepin-4(5H)-yl)(4-(trifluoromethyl)bicyclo[2.2.1]heptan-1-yl)methanone FC1=C(C=CC(=C1)F)C#CC1=CN=CC=2[C@H]3N(C[C@@H](OC21)C3)C(=O)C32CCC(CC3)(C2)C(F)(F)F